S(C)(=O)(=O)O.CC=1C=CC(=NC1)C1=CN(C=C(C1=O)C(=O)N)CC1CCOCC1 5-methyl-4'-oxo-1'-(tetrahydro-2H-pyran-4-ylmethyl)-1',4'-dihydro-2,3'-bipyridine-5'-carboxamide mesylate